C(CNC1=NC(=NC(=N1)N)N)NC1=NC(=NC(=N1)N)N ethylenebis-melamine